N1(CCCCC1)C1=CC=C(C=N1)NC1=NC2=C(C=CC=C2C=N1)C=1C=C(C=CC1)NC(C=C)=O N-(3-(2-((6-(piperidin-1-yl)pyridin-3-yl)amino)quinazolin-8-yl)phenyl)acrylamide